tert-butyl 4-(4-ethoxy-5-((7-methoxy-2-methyl-2H-indazol-5-yl)carbamoyl)pyrimidin-2-yl)piperazine-1-carboxylate C(C)OC1=NC(=NC=C1C(NC1=CC2=CN(N=C2C(=C1)OC)C)=O)N1CCN(CC1)C(=O)OC(C)(C)C